(benzo[d]oxazol-2-yl-(cyclohexyl)methyl)-4-methylaniline O1C(=NC2=C1C=CC=C2)C(C2CCCCC2)NC2=CC=C(C=C2)C